C(=O)(O)C(O)C(O)C(=O)O.C(C(O)C(O)C(=O)O)(=O)O tartaric acid (Tartrate)